tert-butyl 2-(((((benzyloxy) carbonyl) amino) oxy) methyl)-6-oxa-3-azabicyclo[3.1.0]hexane-3-carboxylate C(C1=CC=CC=C1)OC(=O)NOCC1C2OC2CN1C(=O)OC(C)(C)C